C(C)(C)(C)[C@@]1(OCCCN(C1)C(=O)O)C(N[C@@H](CC1=CC=C(C=C1)I)C#N)=O.C1(=CC=CC=C1)NC(=N)N phenyl-guanidine tert-butyl-(2S)-2-{[(1S)-1-cyano-2-(4-iodophenyl)ethyl]carbamoyl}-1,4-oxazepane-4-carboxylate